2-(2-(4-(2,3-dichloro-6-hydroxyphenyl)-2-oxopyrrolidin-1-yl)ethoxy)isoindoline-1,3-dione ClC1=C(C(=CC=C1Cl)O)C1CC(N(C1)CCON1C(C2=CC=CC=C2C1=O)=O)=O